FC1(CN(CC1)C1=NC=NC(=C1[N+](=O)[O-])C1=CC=NN1)F 4-(3,3-difluoropyrrolidin-1-yl)-5-nitro-6-(1H-pyrazol-5-yl)pyrimidine